BrC1=C(C=CC(=N1)C1=CCCN(C1)C(=O)OC(C)(C)C)F tert-butyl 5-(6-bromo-5-fluoro-2-pyridyl)-3,6-dihydro-2H-pyridine-1-carboxylate